(R)-N-(5-((1,4-dioxane-2-yl)methoxy)-1,3,4-thiadiazol-2-yl)-2'-chloro-5'-methoxy-6-methyl-(4,4'-bipyridine)-3-carboxamide O1[C@H](COCC1)COC1=NN=C(S1)NC(=O)C=1C=NC(=CC1C1=CC(=NC=C1OC)Cl)C